4-(1-tert-butoxycarbonyl-piperidin-4-yl)-indolin-2-one C(C)(C)(C)OC(=O)N1CCC(CC1)C1=C2CC(NC2=CC=C1)=O